FC(C=1C=C(C=CC1)NC(=O)[N-]C1=C[N+](=NO1)CC1=NC=C(C=C1)C=1C(=NOC1C)C)F ((3-(difluoromethyl)phenyl)carbamoyl)(3-((5-(3,5-dimethylisoxazol-4-yl)pyridin-2-yl)methyl)-1,2,3-oxadiazol-3-ium-5-yl)amide